BrCC(C(=O)O)(CCCC)C 2-(bromomethyl)-2-methylhexanoic acid